C1(CC1)NS(=O)(=O)C1=CC=C(C=C1)NC1=NC=C(C(=N1)C=1C=NN(C1)C(C)C)C N-cyclopropyl-4-((4-(1-isopropyl-1H-pyrazol-4-yl)-5-methylpyrimidin-2-yl)amino)benzenesulfonamide